C1(=CC=C(C=C1)OCC1(N(C(C2=CC=CC=C12)=O)OC)N)C1=CC=CC=C1 3-(([1,1'-biphenyl]-4-yloxy)methyl)-3-amino-2-methoxyisoindolin-1-one